Methyl (S)-2-((R)-2-(4-fluorophenyl)-2-methoxyethyl)-6-hydroxyhexanoate FC1=CC=C(C=C1)[C@@H](C[C@@H](C(=O)OC)CCCCO)OC